(1-(2-cyanoethyl))-3-methylimidazolium bis(trifluoromethanesulfonyl)imide salt [N-](S(=O)(=O)C(F)(F)F)S(=O)(=O)C(F)(F)F.C(#N)CCN1C=[N+](C=C1)C